tungsten-osmium [Os].[W]